C(CCCCCCCCCCCCCCC)(=O)[O-].C(CCCCCCCCCCCCCCC)(=O)O.C(CCCCCCCCCCCCCCC)(=O)[O-].[Ca+2] calcium tripalmitate